C1(=CC=C(C=C1)C(=O)OC)C(=O)OC 1,4-benzenedicarboxylic acid, 1,4-dimethyl ester